4-(6-bromo-3-cyanoquinolin-4-yl)piperazine-1-carboxylic acid tert-butyl ester C(C)(C)(C)OC(=O)N1CCN(CC1)C1=C(C=NC2=CC=C(C=C12)Br)C#N